ICCCCCC\C=C/CCO (3Z)-10-iodo-3-decen-1-ol